1-(3-bromobenzyl)-N5-(4-methylphenyl)-1H-1,2,4-triazole-3,5-diamine BrC=1C=C(CN2N=C(N=C2NC2=CC=C(C=C2)C)N)C=CC1